N(=C=O)C(C(CC(CC)C)(C)C)N=C=O diisocyanato-2,2,4-Trimethylhexane